(S)-3-(7-chloro-3-isopropyl-2-oxo-5-phenyl-2,3-dihydro-1H-benzo[e][1,4]diazepin-1-yl)-N-(methylsulfonyl)propanamide ClC1=CC2=C(N(C([C@@H](N=C2C2=CC=CC=C2)C(C)C)=O)CCC(=O)NS(=O)(=O)C)C=C1